N1=C2N(C=C1C=1C=C(C=CC1OC1=CC=C(C=C1)CC)S(=O)(=O)NC)CCC2 3-(6,7-dihydro-5H-pyrrolo[1,2-a]imidazol-2-yl)-4-(4-ethylphenoxy)-N-methylbenzene-1-sulfonamide